COC1=CC=C2CCN(CC2=C1)C1CCN(CC1)C=O [4-(7-methoxy-3,4-Dihydroisoquinolin-2(1H)-yl)piperidin-1-yl]methanone